[F-].C(C)(C)(C)[N+](C(C)(C)C)(C(C)(C)C)C(C)(C)C tetra-Tertiary Butyl-Ammonium Fluoride